3-amino-4-(4,5-diamino-1,2,4-triazol-3-yl)pyrazole nitrate salt [N+](=O)(O)[O-].NC1=NNC=C1C1=NN=C(N1N)N